bis(2-hydroxybenzyl) ethylenediamine tert-Butyl (3aS,4R,6aR)-4-methylhexahydropyrrolo[3,4-b]pyrrole-5(1H)-carboxylate C[C@H]1N(C[C@@H]2NCC[C@@H]21)C(=O)OC(C)(C)C.OC2=C(CNCCNCC1=C(C=CC=C1)O)C=CC=C2